NC1=NC2=CC=CC=C2C=C1C(F)F 2-amino-3-(difluoromethyl)quinolin